ClC=1C(=NC2=CC(=C(C=C2N1)Cl)Cl)NCC1=CC(=C(C=C1)F)F 3,6,7-trichloro-N-(3,4-difluorobenzyl)quinoxaline-2-amine